(rac)-1-(1-(4-isopropyl-2-methylphenyl)-1,5,5a,6,7,8-hexahydropyrazolo[3,4,5-de][1,7]naphthyridin-4(3H)-yl)prop-2-en-1-one C(C)(C)C1=CC(=C(C=C1)N1N=C2C3=C1CCN[C@H]3CN(C2)C(C=C)=O)C |r|